4-Ethyl-N-[4-[2-(4-morpholinyl)-4-oxo-4H-1-benzopyran-8-yl]-1-dibenzothienyl]-1-piperazineacetamide C(C)N1CCN(CC1)CC(=O)NC1=CC=C(C=2SC3=C(C21)C=CC=C3)C3=CC=CC=2C(C=C(OC23)N2CCOCC2)=O